octadec-13-ene-3,12-dione CCC(CCCCCCCCC(C=CCCCC)=O)=O